ClC1=CC=C(CCC2=NOC(=N2)CN2N=CC=C(C2=O)C2CC2)C=C1 2-((3-(4-chlorophenethyl)-1,2,4-oxadiazol-5-yl)methyl)-4-cyclopropyl-pyridazin-3(2H)-one